CC1CCC2=CC=CC=C12 methylindan